4-(2-(2-chlorophenyl)-5,7-dihydroxy-4-oxo-4H-chromen-8-yl)-1-methylpiperidin-3-yl N-(tert-butoxycarbonyl)-O-(tert-butyldimethylsilyl)-L-serinate C(C)(C)(C)OC(=O)N[C@@H](CO[Si](C)(C)C(C)(C)C)C(=O)OC1CN(CCC1C=1C(=CC(=C2C(C=C(OC12)C1=C(C=CC=C1)Cl)=O)O)O)C